3-{2-amino-3-bromo-4-[(2-chloro-5-fluorophenyl)carbonyl]-5-nitrophenyl}propanoic acid 2-methylpropan-2-yl ester CC(C)(C)OC(CCC1=C(C(=C(C(=C1)[N+](=O)[O-])C(=O)C1=C(C=CC(=C1)F)Cl)Br)N)=O